6-trifluoromethyl-anilinepsyllic acid FC(C1=CC=CC=C1NCCCCCCCCCCCCCCCCCCCCCCCCCCCCCCCCC(=O)O)(F)F